ClC=1C=C(OC2=NC=C(C=N2)C2=CN=CC(=N2)NC2(CN(C2)C(=O)OC(C)(C)C)C)C=CC1 tert-butyl 3-[[6-[2-(3-chlorophenoxy) pyrimidin-5-yl]pyrazin-2-yl]amino]-3-methyl-azetidine-1-carboxylate